3-(2-(2-amino-5-fluoroquinolin-7-yl)ethyl)-5-(4-amino-7H-pyrrolo[2,3-d]pyrimidin-7-yl)cyclopent-3-ene-1,2-dial NC1=NC2=CC(=CC(=C2C=C1)F)CCC=1C(C(C(C1)N1C=CC2=C1N=CN=C2N)C=O)C=O